methylpyrazolo[1,5-a]pyrimidine-3-carboxamide CC1=NN2C(N=CC=C2)=C1C(=O)N